N-methyl-1-(8-(2-methylpyridin-4-yl)isochroman-4-yl)methanamine hydrochloride Cl.CNCC1COCC2=C(C=CC=C12)C1=CC(=NC=C1)C